CN(C1=C(C=C(C=C1)O)C=1C=NC=C(C(=O)OCC)C1)C ethyl 5-(2-(dimethylamino)-5-hydroxyphenyl)nicotinate